CC(COC1=NC=CC=C1C)(C)NC(C[C@H]1N(CCC1)C(=O)OC(C)(C)C)=O tert-butyl (S)-2-(2-((2-methyl-1-((3-methylpyridin-2-yl)oxy)propan-2-yl)amino)-2-oxoethyl)pyrrolidine-1-carboxylate